C(C)(C)(C)OC(=O)N1CCN(CC1)C1=C(C=C(C(=C1)Cl)[N+](=O)[O-])F 4-(5-chloro-2-fluoro-4-nitrophenyl)piperazine-1-carboxylic acid tert-butyl ester